ClC1=C(C=CC=C1C)N1CCN(CC1)CCC1(CCC(CC1)NC(N(C)C)=O)F 3-(Cis-4-(2-(4-(2-chloro-3-methylphenyl)piperazin-1-yl)ethyl)-4-fluorocyclohexyl)-1,1-dimethylurea